CN1N=C(N=C1)C(=O)OCC ethyl 1-methyl-1,2,4-triazole-3-carboxylate